NCC(CC(=O)OC(C)C)CC(C)C isopropyl 3-(aminomethyl)-5-methylhexanoate